trans-methyl 3-fluoropiperidine-4-carboxylate F[C@@H]1CNCC[C@H]1C(=O)OC